1-(4-(bis(1-methyl-1H-indazol-5-yl)methyl)piperazine-1-carbonyl)-1H-benzo[d][1,2,3]triazole-6-carbonitrile CN1N=CC2=CC(=CC=C12)C(N1CCN(CC1)C(=O)N1N=NC2=C1C=C(C=C2)C#N)C=2C=C1C=NN(C1=CC2)C